trithio-oxalate C(C(=S)[O-])(=S)[S-]